ClC1=C(C=C(C=2C([C@@]3([C@@H](CC(C=C3OC)=O)C)OC21)=O)OC)C(=O)NNC(=O)C2CCOCC2 (2S,5'R)-7-chloro-1',4-dimethoxy-5'-methyl-3,3'-dioxo-N'-(tetrahydropyran-4-carbonyl)spiro[benzofuran-2,6'-cyclohexene]-6-carbohydrazide